6-(aziridin-1-yl)-4-(1-((2-((4,4-dimethylpiperidine-1-yl)methyl)-1H-indole-6-yl)methyl)-1H-1,2,3-triazol-4-yl)-1H-indazole N1(CC1)C1=CC(=C2C=NNC2=C1)C=1N=NN(C1)CC1=CC=C2C=C(NC2=C1)CN1CCC(CC1)(C)C